ClC1=C(C=CC=C1NC(=O)C1=NN2C(C(CCC2)N2C[C@@H](CC2)C(=O)O)=C1)C1=C(C(=CC=C1)NC(C1=NC=C(C=C1)CNCCO)=O)Cl (3R)-1-(2-((2,2'-dichloro-3'-(5-(((2-hydroxyethyl)amino)methyl)picolinamido)-[1,1'-biphenyl]-3-yl)carbamoyl)-4,5,6,7-tetrahydropyrazolo[1,5-a]pyridin-4-yl)pyrrolidine-3-carboxylic acid